CN1CC2CCC(C1)N2C(=O)C=2C=C1C(=NC2)NC=C1C1=CC=C2C(CC3(CCNCC3)C2=C1)=O 6-(5-(3-methyl-3,8-diazabicyclo[3.2.1]octane-8-carbonyl)-1H-pyrrolo[2,3-b]pyridin-3-yl)spiro[indene-1,4'-piperidin]-3(2H)-one